(S)-3-hydroxypyrrolidin O[C@@H]1CNCC1